N1N=NN=C1C1=CC=C(C=C1)NC(CCCN1C(S\C(\C1=O)=C/C1=CC(=C(C=C1)O)C)=O)=O (Z)-N-(4-(1H-tetrazol-5-yl)phenyl)-4-(5-(4-hydroxy-3-methylbenzylidene)-2,4-dioxothiazolidin-3-yl)butanamide